N[C@H]1CS(C2=C(N(C1=O)CC1=CC=C(C=C1)Cl)C=C(C(=C2)F)C2=NOC(=N2)C(=O)NCC(C(F)(F)F)(C)O)(=O)=O 3-[(3R)-3-amino-5-[(4-chlorophenyl)methyl]-8-fluoro-1,1,4-trioxo-2,3-dihydro-1λ6,5-benzothiazepin-7-yl]-N-(3,3,3-trifluoro-2-hydroxy-2-methyl-propyl)-1,2,4-oxadiazole-5-carboxamide